(3,5-di-tert-butyl-4-hydroxyphenyl)propionic acid stearyl-carbonate C(CCCCCCCCCCCCCCCCC)OC(O)=O.C(C)(C)(C)C=1C=C(C=C(C1O)C(C)(C)C)C(C(=O)O)C